C1(CC1)OC1=C(C(=NC=C1)OC)C1=CN(C2=NC(=CC=C21)NC(=O)[C@H]2[C@@H](C2)CC=O)COCC[Si](C)(C)C trans-N-(3-(4-cyclopropoxy-2-methoxypyridin-3-yl)-1-((2-(trimethylsilyl)ethoxy)methyl)-1H-pyrrolo[2,3-b]pyridin-6-yl)-2-(2-oxoethyl)cyclopropane-1-carboxamide